1-[4-[(3-iodoimidazo[1,2-a]pyrazin-8-yl)amino]-2-methyl-benzoyl]piperidine-4-carboxylic acid IC1=CN=C2N1C=CN=C2NC2=CC(=C(C(=O)N1CCC(CC1)C(=O)O)C=C2)C